dihydro-2H-pyran-2,6(3H)-dione O1C(CCCC1=O)=O